OC[C@@H]1CN(CCO1)C1=CC=C(N=N1)C1=C(C=CC=C1C(F)(F)F)O 2-[6-[(2S)-2-(hydroxymethyl)morpholin-4-yl]pyridazin-3-yl]-3-(trifluoromethyl)phenol